NC1=NC(=NC=2N1N=C(N2)C=2OC=CC2)NCCC2=CC=C(C=C2)C(=O)N2CCCCC2 (4-(2-(7-amino-2-(furan-2-yl)-[1,2,4]triazolo[1,5-a][1,3,5]triazin-5-ylamino)ethyl)-phenyl)(piperidin-1-yl)methanone